C(#N)/C(/C(=O)NC1=NC=C(C=C1)OC)=C(\C=1C=NOC1C)/O (Z)-2-cyano-3-hydroxy-N-(5-methoxy-2-pyridinyl)-3-(5-methylisoxazol-4-yl)prop-2-enamide